NC1=C2N=C(N(C2=NC(=N1)OCCCC)CC1=C(C=C(C=C1)CCO)OC)OC 2-(4-((6-amino-2-butoxy-8-methoxy-9H-purin-9-yl)methyl)-3-methoxy-phenyl)ethan-1-ol